C(OC[C@H]1O[C@@]([C@@H]([C@@H]1O)O)(C#N)C1=CC=C2C(=NC=NN21)N)(OC2=CC=C(C=C2)OC)=O ((2R,3S,4R,5R)-5-(4-aminopyrrolo[2,1-f][1,2,4]triazin-7-yl)-5-cyano-3,4-dihydroxytetrahydrofuran-2-yl)methyl (4-methoxyphenyl) carbonate